(S)-N-((S)-1-(5-(2-Methoxychinolin-3-yl)-1H-imidazol-2-yl)-7-oxononyl)-6-(3,3,3-trifluoropropyl)-6-azaspiro[2.5]octan-1-carboxamid COC1=NC2=CC=CC=C2C=C1C1=CN=C(N1)[C@H](CCCCCC(CC)=O)NC(=O)[C@H]1CC12CCN(CC2)CCC(F)(F)F